C(CCCC)OC(CCCCCBr)=O pentyl-6-bromohexanoate